ClCCOCCOCCCl ethylene glycol bis(chloroethyl) ether